methyl (S)-5-(4-bromo-7-methoxynaphthalen-1-yl)-5-(((R)-tert-butylsulfinyl) amino)-3-oxopentanoate BrC1=CC=C(C2=CC(=CC=C12)OC)[C@H](CC(CC(=O)OC)=O)N[S@](=O)C(C)(C)C